ClC1=C(C=NN1C)C(CNC(=O)C1=NOC(=C1)C1=C(C=C(C=C1)F)F)(C)C1=NC(=CC=C1)Cl N-[2-(5-chloro-1-methyl-pyrazol-4-yl)-2-(6-chloro-2-pyridyl)propyl]-5-(2,4-difluorophenyl)isoxazole-3-carboxamide